(R)-N-(amino(4-(2-hydroxypropan-2-yl)thiophen-2-yl)(oxo)-λ6-sulfanylidene)-2-(3-fluoro-2,6-diisopropylphenyl)acetamide N[S@](=NC(CC1=C(C(=CC=C1C(C)C)F)C(C)C)=O)(=O)C=1SC=C(C1)C(C)(C)O